C(C(=C)C)(=O)OC[Si](O[SiH2]C=C(C)C)(O[SiH2]C=C(C)C)O[SiH2]C=C(C)C methacryloxymethyltri(dimethylvinylsiloxy)silane